dichloro(o-isopropoxyphenylmethylene)(tricyclohexylphosphine) ruthenium [Ru].ClC1C(C(CCC1)(P(C1CCCCC1)C1CCCCC1)Cl)=CC1=C(C=CC=C1)OC(C)C